5-(4-((4'-chloro-5,5-dimethyl-3,4,5,6-tetrahydro-[1,1'-biphenyl]-2-yl)methyl)piperazine-1-carbonyl)-2-(2,6-dioxopiperidin-3-yl)-4-fluoroisoindoline-1,3-dione ClC1=CC=C(C=C1)C1=C(CCC(C1)(C)C)CN1CCN(CC1)C(=O)C=1C(=C2C(N(C(C2=CC1)=O)C1C(NC(CC1)=O)=O)=O)F